FC1=C(C(=CC=C1)C)N1CCC(CC1)N1C(N(C=2C([C@@H]1C)=CN(N2)C)CC2=C(C=CC=C2)C(F)(F)F)=O (S)-5-[1-(2-fluoro-6-methyl-phenyl)-piperidin-4-yl]-2,4-dimethyl-7-(2-trifluoromethyl-benzyl)-2,4,5,7-tetrahydro-pyrazolo[3,4-d]pyrimidin-6-one